(R)-2-(2-(cyclopropanesulfonylamino)thiazol-4-yl)-N-(4-(6-ethoxypyrazin-2-yl)-2-fluorophenyl)butanamide C1(CC1)S(=O)(=O)NC=1SC=C(N1)[C@H](C(=O)NC1=C(C=C(C=C1)C1=NC(=CN=C1)OCC)F)CC